piperazine-1,4-diylbis(decane-1,2-diyl) dioctanoate C(CCCCCCC)(=O)OC(CN1CCN(CC1)CC(CCCCCCCC)OC(CCCCCCC)=O)CCCCCCCC